C(C)(=O)C1=NN(C2=C(C=CC=C12)C)CC(=O)N1[C@@H]2C[C@@]2(C[C@H]1C(=O)NC1=NC(=CC=C1)Br)C (1R,3S,5R)-2-(2-(3-acetyl-7-methyl-1H-indazol-1-yl)acetyl)-N-(6-bromopyridin-2-yl)-5-methyl-2-azabicyclo[3.1.0]hexane-3-carboxamide